2-(4-(4-amino-3-(4-phenoxyphenyl)-1H-pyrazolo[3,4-d]pyrimidin-1-yl)-3-fluoropiperidin-1-yl)acetic acid NC1=C2C(=NC=N1)N(N=C2C2=CC=C(C=C2)OC2=CC=CC=C2)C2C(CN(CC2)CC(=O)O)F